FC=1C(=C(C(=O)NOC)C=C(C1F)CC1=C(C(=CC=C1)NS(NC)(=O)=O)F)NC1=C(C=C(C=C1)I)F 3,4-difluoro-2-(2-fluoro-4-iodoanilino)-5-[[2-fluoro-3-(methylsulfamoylamino)phenyl]methyl]-N-methoxybenzamide